5,5'-bi-tetrazole, diammonium salt [NH4+].[NH4+].N1=NN=NC1=C1N=NN=N1